5-methyl-2-formylpyrrole CC1=CC=C(N1)C=O